C(C(=C)C)(=O)N[N+](C)(C)C Methacrylamido-Trimethylammonium